2-Chloro-6-phenylethynyl-pyridine ClC1=NC(=CC=C1)C#CC1=CC=CC=C1